1-imidazo[1,2-a]pyridin-2-yl-3-(4-phenylbutyl)piperazin-2-one N=1C(=CN2C1C=CC=C2)N2C(C(NCC2)CCCCC2=CC=CC=C2)=O